tert-Butyl (9-((3aR,3bR,4aS,5R,5aS)-2,2-dimethyl-3b-((trityloxy)methyl)hexahydrocyclopropa[3,4]cyclopenta[1,2-d][1,3]dioxol-5-yl)-2-methoxy-9H-purin-6-yl)carbamate CC1(O[C@H]2[C@@H](O1)[C@@H]([C@@H]1[C@]2(C1)COC(C1=CC=CC=C1)(C1=CC=CC=C1)C1=CC=CC=C1)N1C2=NC(=NC(=C2N=C1)NC(OC(C)(C)C)=O)OC)C